5-chloro-4-(3,4-dihydroisoquinolin-2(1H)-yl)-N-(2-methoxy-4-(4-(4-methylpiperazin-1-yl)piperidin-1-yl)phenyl)pyrimidin-2-amine ClC=1C(=NC(=NC1)NC1=C(C=C(C=C1)N1CCC(CC1)N1CCN(CC1)C)OC)N1CC2=CC=CC=C2CC1